2-(1-adamantyl)-4-methyl-6-[1-(2,7-di-tert-butyl-9,9a-dihydro-4aH-fluoren-9-yl)-2-methylpropan-1-en-1-yl]phenol C12(CC3CC(CC(C1)C3)C2)C2=C(C(=CC(=C2)C)C(=C(C)C)C2C3=CC(=CC=C3C3C=CC(=CC23)C(C)(C)C)C(C)(C)C)O